FC(C1=CC=C(C=N1)S(=O)(=O)N1C[C@@H]([C@@](C1)([C@@H](C)O)O)OC1=CC(=C(C#N)C=C1)F)F 4-(((3S,4R)-1-((6-(difluoromethyl)pyridin-3-yl)sulfonyl)-4-hydroxy-4-((R)-1-hydroxyethyl)pyrrolidin-3-yl)oxy)-2-fluorobenzonitrile